COC1=C(C=C(C(=C1)C1=CN(C(C=2CN(CCC12)C(NC)=O)=O)C)OC)CN1CC(C1)NC(OC(C)(C)C)=O tert-butyl N-[1-([2,5-dimethoxy-4-[2-methyl-7-(methylcarbamoyl)-1-oxo-6,8-dihydro-5H-2,7-naphthyridin-4-yl]phenyl]methyl)azetidin-3-yl]carbamate